The molecule is a pentacyclic triterpenoid that is olean-18-ene substituted at position 3 by an oxo group and position 28 by a carboxy group. It has a role as a metabolite, an anti-HSV-1 agent and an anti-HIV agent. It derives from a hydride of an oleanane. C[C@@]12CC[C@]3(CCC(C=C3[C@H]1CC[C@H]4[C@]2(CC[C@@H]5[C@@]4(CCC(=O)C5(C)C)C)C)(C)C)C(=O)O